C(#N)[C@@H](C[C@@H]1C(NCC1)=O)NC(=O)[C@H]1N([C@@H]2CC([C@H]1CC2)(F)F)C([C@H](CC2CCC2)NC(C(F)(F)F)=O)=O (1S,3S,4S)-N-((R)-1-cyano-2-((R)-2-oxopyrrolidin-3-yl)ethyl)-2-((S)-3-cyclobutyl-2-(2,2,2-trifluoroacetamido)propanoyl)-5,5-difluoro-2-azabicyclo[2.2.2]octane-3-carboxamide